benzyl ((S)-1-azetidin-3-yl-propyl)-carbamate N1CC(C1)[C@H](CC)NC(OCC1=CC=CC=C1)=O